6-fluoro-2,10-dimethyl-7-(6-(3-(piperidin-1-yl)propoxy)pyridine-3-yl)-9,10-dihydro-8-oxa-2,4,10a-triazanaphtho[2,1,8-cde]azulene-1(2H)-one FC=1C=C2N=CC=3N(C(N4C(COC(=C2C34)C1C=1C=NC(=CC1)OCCCN1CCCCC1)C)=O)C